FC=1C=C(C(=O)N(C)C)C=CC1OC1=CC=C(C=C1)C(CC)CC 3-fluoro-N,N-dimethyl-4-(4-(pentan-3-yl)phenoxy)benzamide